(1R,11R)-5-chloro-18-(difluoromethoxy)-12-methyl-2,9,12-triazapentacyclo[9.8.1.02,10.03,8.014,19]icosa-3(8),4,6,9,14(19),15,17-heptaen-13-one ClC1=CC=2N3[C@H]4C=5C(=CC=CC5C(N([C@@H](C3=NC2C=C1)C4)C)=O)OC(F)F